OC1=C2C=CC(OC2=CC=C1C(=O)OC)(C)C methyl 5-hydroxy-2,2-dimethyl-2H-chromene-6-carboxylate